C(=O)(O)CCC1(C2=CC(=CC=C2C=2C=CC(=CC12)C1=CC=CC=C1)C1=CC=CC=C1)CCC(=O)O 9,9-bis(2-carboxyethyl)2,7-diphenylfluorene